N-{[4-(6-methoxypyridine-2-sulfonyl)phenyl]methyl}imidazo[1,2-a]pyrimidine-6-carboxamide COC1=CC=CC(=N1)S(=O)(=O)C1=CC=C(C=C1)CNC(=O)C=1C=NC=2N(C1)C=CN2